(E)-3,3'-((2-((2,3-dihydroxypropoxy)methyl)-2-((3-(4-(3,5-dimethoxystyryl)phenoxy)-2,2-bis(hydroxymethyl)propoxy)methyl)propane-1,3-diyl)bis(oxy))bis(propane-1,2-diol) OC(COCC(COCC(CO)O)(COCC(CO)O)COCC(COC1=CC=C(C=C1)\C=C\C1=CC(=CC(=C1)OC)OC)(CO)CO)CO